dimethyl-4-(2-chlorophenyl)-2,6-dimethyl-1,4-dihydropyridin CC=1C(C(=C(NC1C)C)C)C1=C(C=CC=C1)Cl